O1[C@H]2[C@@H](N(CC1)C(=O)C1=NOC(=N1)C1=C(C(=C(C(=C1)F)F)O)F)CCC2 ((4as,7ar)-hexahydrocyclopenta[b][1,4]oxazin-4(4aH)-yl)(5-(2,4,5-trifluoro-3-hydroxyphenyl)-1,2,4-oxadiazol-3-yl)methanone